C(C)OCC=1C=CC(=C(C1)NC=1OC(=CN1)C1=CC=C(C=C1)N1C(NCC1)=O)C 1-{4-[2-(5-Ethoxymethyl-2-methyl-phenylamino)-oxazol-5-yl]-phenyl}-imidazolidin-2-one